ClC=1C=CC=2C3CC[C@@]4(/C(/C[C@H](C4C3CCC2C1)CCC(=O)NC1=NC=C(C=C1)OC)=N/O)C 3-((13S,15R,E)-3-chloro-17-(hydroxyimino)-13-methyl-7,8,9,11,12,13,14,15,16,17-decahydro-6H-cyclopenta[a]phenanthren-15-yl)-N-(5-methoxypyridin-2-yl)propanamide